ClC=1C=C(C(=NC1)N)C#C[Si](C)(C)C 5-chloro-3-((trimethylsilyl)ethynyl)pyridin-2-amine